ClC=1C(=NC=C(C1)C(F)(F)F)OC[C@H](C)NC1=NC=NC(=C1Cl)CC (S)-N-(1-((3-chloro-5-trifluoromethylpyridin-2-yl)oxy)propan-2-yl)-5-chloro-6-ethylpyrimidin-4-amine